C1(=C(C=CC=C1)C1=C(C(=NN=N1)C1=C(C2=C([Se]C3=C2C=CC=C3)C=C1)C1=CC=CC=C1)C1=C(C(=CC=3C2=CC=CC=C2CC13)C)C)C1=CC=CC=C1 [(biphenylyl)(dimethylfluorenyl)triazineyl](phenyldibenzoselenophene)